cis-(2S,5S)-N-[4-(3-cyanophenyl)-5-(2,6-dimethyl-4-pyridyl)thiazol-2-yl]-2,5-dimethyl-piperazine-1-carboxamide C(#N)C=1C=C(C=CC1)C=1N=C(SC1C1=CC(=NC(=C1)C)C)NC(=O)N1[C@H](CN[C@H](C1)C)C